(S)-N-(3-(2-methylpyrrolidin-1-yl)pyridin-4-yl)-4-fluorobenzo[d]isothiazol-1,1-dioxide C[C@@H]1N(CCC1)C=1C=NC=CC1N1S(C2=C(C1)C(=CC=C2)F)(=O)=O